(3R)-4-[4-(2-ethoxypyridin-3-yl)-3-fluoro-2-(methoxycarbonyl)phenyl]-3-ethylpiperazine-1-carboxylic acid tert-butyl ester C(C)(C)(C)OC(=O)N1C[C@H](N(CC1)C1=C(C(=C(C=C1)C=1C(=NC=CC1)OCC)F)C(=O)OC)CC